C(C)N1C=C(C(C(=C1)C1=CC=C(C=C1)F)=O)C(=O)NC1=CC(=C(C=C1)OC1=C2C(=NC=C1)NN=C2N[C@@H](CO)C)F (R)-1-ethyl-N-(3-fluoro-4-((3-((1-hydroxypropan-2-yl)amino)-1H-pyrazolo[3,4-b]pyridin-4-yl)oxy)phenyl)-5-(4-fluorophenyl)-4-oxo-1,4-dihydropyridine-3-carboxamide